BrC=1C=CC=2C(NC3=CC=CC1C23)=O 5-bromo-benzo[cd]indol-2(1H)-one